OC(C(C)O)N1CCNCC1 N-(1,2-dihydroxy-n-propyl)piperazine